N-[4-(3-chlorophenoxy)-3-sulfamoylphenyl]-2-(2-fluorophenyl)acetamide tert-Butyl-(1-(4-amino-2-methoxyphenyl)-6-chloro-1H-pyrazolo[4,3-c]pyridin-3-yl)(2,4-dimethoxybenzyl)carbamate C(C)(C)(C)OC(N(CC1=C(C=C(C=C1)OC)OC)C1=NN(C2=C1C=NC(=C2)Cl)C2=C(C=C(C=C2)N)OC)=O.ClC=2C=C(OC1=C(C=C(C=C1)NC(CC1=C(C=CC=C1)F)=O)S(N)(=O)=O)C=CC2